triisopentyl-(2-ethoxyethoxy)silane C(CC(C)C)[Si](OCCOCC)(CCC(C)C)CCC(C)C